4-(1-(2-Chloro-4-(3-(dimethylamino)-pyrrolidin-1-yl)-phenyl)-1H-imidazol-4-yl)-N-(1-(methylsulfonyl)-piperidin-4-yl)-5-(trifluoromethyl)-pyrimidin-2-amine ClC1=C(C=CC(=C1)N1CC(CC1)N(C)C)N1C=NC(=C1)C1=NC(=NC=C1C(F)(F)F)NC1CCN(CC1)S(=O)(=O)C